ClC1=C(C=C(C(=C1C)Cl)C)O 2,4-dichloro-3,5-dimethyl-phenol